2-[2-{[(2-sulfoethyl)-sulfanyl]imino}-1,3-diazinan-1-yl]acetic acid S(=O)(=O)(O)CCSN=C1N(CCCN1)CC(=O)O